BrC=1C(=C(C(=O)N(NC(=O)OC)CC)C=C(C1)Br)NC(=O)C1=CC(=NN1C1=NC=CC=C1Cl)Br methyl 2-[3,5-dibromo-2-({[3-bromo-1-(3-chloropyridin-2-yl)-1H-pyrazol-5-yl]carbonyl}amino)benzoyl]-2-ethylhydrazinecarboxylate